8-fluoro-7-(8-((triisopropylsilyl)ethynyl)naphthalen-1-yl)pyrido[4,3-d]pyrimidin-4-amine FC1=C(N=CC2=C1N=CN=C2N)C2=CC=CC1=CC=CC(=C21)C#C[Si](C(C)C)(C(C)C)C(C)C